FC1=C(C=CC=C1)C(CCC1(OCCO1)CC=O)=O 2-(2-(3-(2-fluorophenyl)-3-oxopropyl)-1,3-dioxolan-2-yl)acetaldehyde